[O-2].[La+3].[S+2] sulfur lanthanum oxide